2-fluoro-5-[(6-fluoro-4-methylsulfanyl-1H-indol-5-yl)oxy]aniline FC1=C(N)C=C(C=C1)OC=1C(=C2C=CNC2=CC1F)SC